2-(2-fluoropropan-2-yl)-N-(6-(1-((3S,4S)-4-hydroxy-3-methyltetrahydrofuran-3-yl)piperidin-4-yl)-7-methylisoquinolin-3-yl)cyclopropane-1-carboxamide FC(C)(C)C1C(C1)C(=O)NC=1N=CC2=CC(=C(C=C2C1)C1CCN(CC1)[C@]1(COC[C@H]1O)C)C